(R)-5-(5-chloropyridin-3-yl)-2,5,6,7-tetrahydro-3H-pyrrolo[2,1-c][1,2,4]triazol-3-one ClC=1C=C(C=NC1)[C@H]1CCC2=NNC(N21)=O